6-[5-(2-aminoethyl)-2-oxo-oxazolidin-3-yl]-4-(2-trimethylsilylethoxymethyl)pyrazino[2,3-b][1,4]oxazin-3-one NCCC1CN(C(O1)=O)C1=NC2=C(OCC(N2COCC[Si](C)(C)C)=O)N=C1